N-(2-(1-(6-(2-hydroxyethoxy)-7-methoxyquinolin-4-yl)piperidin-4-yl)propyl)aminosulfonamide format salt C(=O)O.OCCOC=1C=C2C(=CC=NC2=CC1OC)N1CCC(CC1)C(CNNS(=O)=O)C